(R)-1-((R)-3-amino-1-(4-((6-amino-9H-purin-9-yl)methyl)-6'-chloro-5'-fluoro-[2,2'-bipyridin]-5-yl)piperidin-3-yl)-2,2-difluoroethan-1-ol N[C@]1(CN(CCC1)C=1C(=CC(=NC1)C1=NC(=C(C=C1)F)Cl)CN1C2=NC=NC(=C2N=C1)N)[C@H](C(F)F)O